CN1N=C(N=N1)C=1C=C(C(=O)NCCN2C(C3=CC=4C(=NC=CC4N3C(C2([2H])[2H])([2H])[2H])OCC(F)(F)F)=O)C=CC1 3-(2-methyltetrazol-5-yl)-N-[2-[12,12,13,13-tetradeuterio-10-oxo-6-(2,2,2-trifluoroethoxy)-1,5,11-triazatricyclo[7.4.0.02,7]trideca-2(7),3,5,8-tetraen-11-yl]ethyl]benzamide